(1R,2S,3S,4R,5S)-3-(2-aminopyridin-4-yl)-N-(3,4-dichlorophenyl)-5-hydroxy-7-oxabicyclo[2.2.1]Heptane-2-carboxamide NC1=NC=CC(=C1)[C@@H]1[C@@H]([C@H]2C[C@@H]([C@@H]1O2)O)C(=O)NC2=CC(=C(C=C2)Cl)Cl